(3,5-bis(trifluoromethyl)phenyl)-2-(4-((6,7-dimethoxyquinazolin-4-yl)oxy)-2,6-difluorophenyl)-2-oxoacetamide FC(C=1C=C(C=C(C1)C(F)(F)F)NC(C(=O)C1=C(C=C(C=C1F)OC1=NC=NC2=CC(=C(C=C12)OC)OC)F)=O)(F)F